7-(4-(2-(2,6-dioxopiperidin-3-yl)-1-oxoisoindolin-5-yl)piperidin-1-yl)heptanoic acid O=C1NC(CCC1N1C(C2=CC=C(C=C2C1)C1CCN(CC1)CCCCCCC(=O)O)=O)=O